3,3',5,5'-tetra-tert-butyl-2,2'-biphenyl C(C)(C)(C)C=1C(=CC=C(C1)C(C)(C)C)C1=CC=C(C=C1C(C)(C)C)C(C)(C)C